C(C)(C)OC=1C=NC(=NC1)N1CC(C1)NC1=NC=NC2=C1SC=1N=NC(=C(C12)C)C N-[1-(5-isopropoxypyrimidin-2-yl)azetidin-3-yl]-3,4-dimethyl-pyrimido[4',5':4,5]thieno[2,3-c]pyridazin-8-amine